CC(C)(CC(CC)N)N 2-methyl-2,4-hexanediamine